C(C1=CC=CC=C1)[N+](=CCCCCCCCCCCC)[O-] N-benzyldodecan-1-imine oxide